(R)-N-((S)-1'-(4-cyano-6-methylpyridin-2-yl)-1,3-dihydrospiro[indene-2,4'-piperidine]-1-yl)-2-methylpropane-2-sulfinamide C(#N)C1=CC(=NC(=C1)C)N1CCC2(CC1)[C@@H](C1=CC=CC=C1C2)N[S@](=O)C(C)(C)C